behenamidopropyl-trimethyl-ammonium t-butyl-(3aR,5s,6aS)-5-((2-chloro-3-(4,4,5,5-tetramethyl-1,3,2-dioxaborolanyl)benzyl)oxy)hexahydrocyclopenta[c]pyrrole-2(1H)-carboxylate C(C)(C)(C)OC(=O)N1C[C@@H]2[C@H](C1)CC(C2)OCC2=C(C(=CC=C2)B2OC(C(O2)(C)C)(C)C)Cl.C(CCCCCCCCCCCCCCCCCCCCC)(=O)NCCC[N+](C)(C)C